C(C)(C)(C)OC(N(C)C1CN(CC1)C1=NC=C(C(=N1)OCC)C(NC1=CC2=CN(N=C2C=C1)C)=O)=O (1-(4-ethoxy-5-((2-methyl-2H-indazol-5-yl)carbamoyl)pyrimidin-2-yl)pyrrolidin-3-yl)(methyl)carbamic acid tert-butyl ester